7-bromo-1-(methyl-d3)-3,4-dihydroquinolin-2(1H)-one BrC1=CC=C2CCC(N(C2=C1)C([2H])([2H])[2H])=O